perfluoro decyloxybenzenesulfonate C(CCCCCCCCC)OC1=C(C=CC=C1)S(=O)(=O)OF